2,6-bis(benzyloxy)pyridin-3-ylboronic acid C(C1=CC=CC=C1)OC1=NC(=CC=C1B(O)O)OCC1=CC=CC=C1